N1CCC(CC1)N1C(NC2=C1C=CC=C2)=O 1-(Piperidin-4-yl)-1H-benzo[d]imidazol-2(3H)-one